4-[4'-Hydroxyphenyl]-butan-2-one methyl-2-((4-(3-((((R)-1-(2-chlorophenyl)ethoxy)carbonyl)amino)thiophen-2-yl)phenyl)carbamoyl)cyclohexane-1-carboxylate COC(=O)C1C(CCCC1)C(NC1=CC=C(C=C1)C=1SC=CC1NC(=O)O[C@H](C)C1=C(C=CC=C1)Cl)=O.OC1=CC=C(C=C1)CCC(C)=O